NC1=C2C(=NC=N1)N(N=C2C=2C(=C1CCN(C1=CC2)C(=O)OC(C)(C)C)F)C(C)C TERT-BUTYL 5-(4-AMINO-1-ISOPROPYL-1H-PYRAZOLO[3,4-D]PYRIMIDIN-3-YL)-4-FLUOROINDOLINE-1-CARBOXYLATE